NC1=C(C=CC(=C1F)NCC1=CC=C(C=C1)O)NC([C@@H]([C@@H](CCCCC)F)F)=O (2S,3R)-N-(2-amino-3-fluoro-4-((4-hydroxybenzyl)amino)phenyl)-2,3-difluorooctanamide